N1(N=NN=C1)[C@H]1CN(CC1)C(=O)N1CC2(C1)CC(C2)CC=2C=NC(=CC2)C(F)(F)F [(3R)-3-(Tetrazol-1-yl)pyrrolidin-1-yl]-[6-[[6-(trifluoromethyl)-3-pyridyl]methyl]-2-azaspiro[3.3]heptan-2-yl]methanone